1-O-benzyl-2,3,6-tri-O-acetyl-β-D-glucopyranose C(C1=CC=CC=C1)O[C@H]1[C@H](OC(C)=O)[C@@H](OC(C)=O)[C@H](O)[C@H](O1)COC(C)=O